NC=1C=2N(C=CN1)C(=NC2C2=CC=C(C=C2)C(NC2=NC=CC=C2)=O)[C@H]2N(CCC2)C2CCN(CC2)C2CN(C2)C(=O)[O-] 3-[4-[(2S)-2-[8-amino-1-[4-(2-pyridylcarbamoyl)phenyl]imidazo[1,5-a]pyrazin-3-yl]pyrrolidin-1-yl]-1-piperidyl]azetidine-1-carboxylate